Methyl 4-(N-(2-(4-((2,2,2-trifluoro-N-(2-(4-fluorophenyl)cyclopropyl)acetamido) methyl)piperidin-1-yl)ethyl)sulfamoyl)benzoate FC(C(=O)N(C1C(C1)C1=CC=C(C=C1)F)CC1CCN(CC1)CCNS(=O)(=O)C1=CC=C(C(=O)OC)C=C1)(F)F